ethyl 4-((3S,4S)-3-fluoro-4-(4-(trifluoromethyl) phenoxy)pyrrolidin-1-yl)benzoate F[C@H]1CN(C[C@@H]1OC1=CC=C(C=C1)C(F)(F)F)C1=CC=C(C(=O)OCC)C=C1